C1(=CC=CC=C1)C1=NC(=CC=N1)C1=CC=C(C=C1)C1=CC=CC=C1 2-phenyl-6-(1,1'-biphenyl-4-yl)pyrimidine